C(CCCCCCC)P1(OC2=C(C=C(C=C2C(C)(C)C)C(C)(C)C)CC2=C(C(=CC(=C2)C(C)(C)C)C(C)(C)C)O1)[O-] 2,2'-methylenebis(4,6-di-tert-butylphenyl) octylphosphite